ClC=1C=C(C(=NC1)OC)S(=O)(=O)NC1=CC(=C(C=C1)F)C1=CC2=C(N=C(N=C2)NC(C)C)NC1=O 5-chloro-N-(4-fluoro-3-(2-(isopropylamino)-7-oxo-7,8-dihydropyrido[2,3-d]pyrimidin-6-yl)phenyl)-2-methoxypyridine-3-sulfonamide